zinc (valinate) N[C@@H](C(C)C)C(=O)[O-].[Zn+2].N[C@@H](C(C)C)C(=O)[O-]